C(C)C1=C(CN2C[C@H](CC2)C(=O)O)C=CC(=C1)/C(/C)=N/OCC1=CC(=CC=C1)C (S,E)-1-(2-ethyl-4-(1-(((3-methylbenzyl)oxy)imino)ethyl)benzyl)pyrrolidine-3-carboxylic acid